O[C@H]1C[C@H](C1)NC(OC(C)(C)C)=O tert-butyl ((cis)-3-hydroxycyclobutyl)carbamate